1-(5-((5-amino-6-methylpyrazin-2-yl)ethynyl)-2-fluoro-4-methylphenyl)-3-(3-(tert-butyl)-1-(quinoline-6-yl)-1H-pyrazol-5-yl)urea NC=1N=CC(=NC1C)C#CC=1C(=CC(=C(C1)NC(=O)NC1=CC(=NN1C=1C=C2C=CC=NC2=CC1)C(C)(C)C)F)C